[Cl-].C(C)C(C[NH3+])(CC)C(=O)OC 2-ethyl-2-(methoxycarbonyl)butan-1-aminium chloride